BrC=1C=C(C=CC1)C1(CC(C1)(C)C)C1=NN=CN1C 3-(1-(3-bromophenyl)-3,3-dimethylcyclobutyl)-4-methyl-4H-1,2,4-triazole